3-(4-Bromophenyl)-1-cyclopentyl-5-methyl-pyrazole-4-carboxylic acid BrC1=CC=C(C=C1)C1=NN(C(=C1C(=O)O)C)C1CCCC1